F[C@H]1CN(C[C@@H]1NC1=NC(=CC=C1)C1=CN=C2N1C=CC(=C2)C2(CC2)C)C(=O)OC(C)(C)C (3S,4S)-tert-butyl 3-fluoro-4-((6-(7-(1-methylcyclopropyl)imidazo[1,2-a]pyridin-3-yl)pyridin-2-yl)amino)pyrrolidine-1-carboxylate